dichloro(cyclohexyl)silane Cl[SiH](C1CCCCC1)Cl